OC(C=O)C(CCCC(C)C)C hydroxy-3,7-di-methyloctanal